(5-(2-(8-((4-Methoxybenzyl)oxy)quinolin-6-yl)ethyl)-1-methyl-1H-pyrazol-3-yl)methanamine COC1=CC=C(COC=2C=C(C=C3C=CC=NC23)CCC2=CC(=NN2C)CN)C=C1